3-phenylpropionamide TFA salt OC(=O)C(F)(F)F.C1(=CC=CC=C1)CCC(=O)N